3-methyl-2-[2-(1-methyl-2-oxabicyclo[3.1.1]heptan-5-yl)pyrazolo[3,4-b]pyridin-6-yl]-5-(trifluoromethyl)phenol CC=1C(=C(C=C(C1)C(F)(F)F)O)C=1C=CC=2C(N1)=NN(C2)C21CCOC(C2)(C1)C